4-(4,4-difluorocyclohexyl)-2-(2,5-difluorophenyl)-5-fluoropyridin-3-amine FC1(CCC(CC1)C1=C(C(=NC=C1F)C1=C(C=CC(=C1)F)F)N)F